N[C@@H](CC(=O)O)CC1=CC=C(C=C1)I (R)-3-amino-4-(4-iodophenyl)-butyric acid